C(C)N1C2=NC(=NC(=C2N=C1C(CO)OC)N1CCOCC1)N1N=CC(=C1)C1=CC=CC=C1 2-(9-ethyl-6-morpholino-2-(4-phenyl-1H-pyrazol-1-yl)-9H-purin-8-yl)-2-methoxyethan-1-ol